C(C1=CC=CC=C1)NC(C(C(CC1CC1)NC(=O)C1C2C(C2CN1C([C@H](C(C)(C)C)NC(C(C)C)=O)=O)(C)C)=O)=O N-(4-(Benzylamino)-1-cyclopropyl-3,4-dioxobutan-2-yl)-3-((S)-2-isobutyramido-3,3-dimethylbutanoyl)-6,6-dimethyl-3-azabicyclo[3.1.0]hexane-2-carboxamide